N-(1-(4-bromo-3-methoxypyridin-2-yl)propyl)formamide BrC1=C(C(=NC=C1)C(CC)NC=O)OC